Tert-butyl ((S)-1-((2S,4R)-2-(((R)-2-((tert-butyldimethylsilyl)oxy)-1-(4-ethynylphenyl)ethyl)carbamoyl)-4-hydroxypyrrolidin-1-yl)-3,3-dimethyl-1-oxobutan-2-yl)carbamate [Si](C)(C)(C(C)(C)C)OC[C@@H](C1=CC=C(C=C1)C#C)NC(=O)[C@H]1N(C[C@@H](C1)O)C([C@H](C(C)(C)C)NC(OC(C)(C)C)=O)=O